Naphthalen-1-ylmethyl (1r,4r)-1-ethyl-4-hydroxycyclohexane-1-carboxylate C(C)C1(CCC(CC1)O)C(=O)OCC1=CC=CC2=CC=CC=C12